CN1C(N(C2=C1C=CC=C2)C)C N,N',2-trimethylbenzimidazole